C1=CC=C(C=C1)C(=O)C2=C(C(=CC=C2)N)N DiaminobenzoPhenone